tert-butyl 4-(5-fluoro-6-(methylcarbamoyl)pyridin-3-yl)piperazine-1-carboxylate FC=1C=C(C=NC1C(NC)=O)N1CCN(CC1)C(=O)OC(C)(C)C